ClC=1C(=C(C(=NC1)NC1CCC1)[N+](=O)[O-])C chloro-N-cyclobutyl-4-methyl-3-nitropyridin-2-amine